CCCCC(C)OCC(=O)O Hexan-5-yloxyacetic acid